NC1=CC=C(C(=O)NCCCN2CCOCC2)C=C1 4-amino-N-(3-morpholinopropyl)benzamide